4-oxo-6-((1S,2S)-2-(pyrimidin-2-yl)cyclobutyl)-1-((S)-1-(tetrahydro-2H-pyran-4-yl)ethyl)-4,5-dihydro-1H-pyrazolo[3,4-d]pyrimidine-3-carbonitrile O=C1C2=C(N=C(N1)[C@@H]1[C@H](CC1)C1=NC=CC=N1)N(N=C2C#N)[C@@H](C)C2CCOCC2